C(C1=CC=CC=C1)(=O)O[C@@H]1[C@H](O[C@H](C1)N1C(NC(C(=C1)C)=O)=O)OC(C)P(=O)(OC)OC (2R,3S,5R)-2-(1-(dimethoxyphosphoryl)ethoxy)-5-(5-methyl-2,4-dioxo-3,4-dihydropyrimidin-1(2H)-yl)tetrahydrofuran-3-yl benzoate